NC1=C2N=CN(C2=NC=N1)CC=1OC2=CC=CC=C2C(C1C1=CC(=CC=C1)F)=O 2-((6-Amino-9H-purin-9-yl)methyl)-3-(3-fluorophenyl)-4H-chromen-4-one